tantalum water O.[Ta]